pyridylcyclooctane N1=C(C=CC=C1)C1CCCCCCC1